N,N-dimethyl-3-(4-nitrothiophenyl)aniline CN(C1=CC(=CC=C1)C1=CC=C(C=C1)S[N+](=O)[O-])C